CC1(OB(OC1(C)C)C1=CC(=CC=C1)C1(OCCO1)C)C 4,4,5,5-tetramethyl-2-(3-(2-methyl-1,3-dioxolan-2-yl)phenyl)-1,3,2-dioxaborolane